3,4-Dihydro-1H-isochromene-7-carbonyl chloride C1OCCC2=CC=C(C=C12)C(=O)Cl